Butyl-5-isobutyl-4-hydroxy-1-methyl-pyrazol C(CCC)C1=NN(C(=C1O)CC(C)C)C